ClC1=C2C(=NC=C1)NC(=C2C=2C=CC(=C(C2)NC(C=C)=O)C)C2=CC(=CC=C2)OCCN2CCCC2 N-(5-(4-chloro-2-(3-(2-(pyrrolidin-1-yl)ethoxy)phenyl)-1H-pyrrolo[2,3-b]pyridin-3-yl)-2-methylphenyl)acrylamide